CC1=C(NC2=CC=CC=C12)C1=C(C(=NC=C1)C)C=1NC2=CC=CC=C2C1C.[Pt+2] platinum(II) {{bis[(methyl)indolyl]pyridinyl}methane}